(S)-6-(4-chlorophenyl)-3-(1-hydroxy-propan-2-yl)-8-(1-methyl-6-oxo-1,6-dihydropyridin-3-yl)pyrido[3,4-d]pyrimidin-4(3H)-one ClC1=CC=C(C=C1)C1=CC2=C(N=CN(C2=O)[C@H](CO)C)C(=N1)C1=CN(C(C=C1)=O)C